C(C)(C)(C)OC(=O)N1[C@H](C[C@H](CC1)C(F)(F)F)C(=O)O (2R,4S)-1-tert-butoxy-carbonyl-4-(trifluoro-methyl)piperidine-2-carboxylic acid